ClC1=CC=C(C=N1)CN1CCN2C1=C(C(CC2OCCC)C)[N+](=O)[O-] 1-[(6-Chloropyridin-3-yl)methyl]-7-methyl-8-nitro-5-propoxy-1,2,3,5,6,7-hexahydroimidazo[1,2-a]pyridine